CC1=C2C(=CC=3C=4C=C(C=CC4N(C13)C)OC[C@H](C)OC(NCCC)=O)C=NC=C2 [(1S)-2-(5,6-dimethylpyrido[4,3-b]carbazol-9-yl)oxy-1-methyl-ethyl]-N-propyl-carbamate